3-(7-fluoro-1-oxo-5-(4,4,5,5-tetramethyl-1,3,2-dioxaborolan-2-yl)isoindolin-2-yl)piperidine-2,6-dione FC=1C=C(C=C2CN(C(C12)=O)C1C(NC(CC1)=O)=O)B1OC(C(O1)(C)C)(C)C